COCCN(C=1N=C(C2=C(N1)C(=NC(=N2)N(CCOC)CCOC)NCC2=CC(=C(C=C2)F)F)N2CC(N(CC2)C)=O)CCOC 4-(2,6-bis(bis(2-methoxyethyl)amino)-8-((3,4-difluorobenzyl)amino)pyrimido[5,4-d]pyrimidin-4-yl)-1-methylpiperazin-2-one